C(C)(C)(C)OC(=O)N1C2C3=CC=CC=C3C1C(CC2)O 9-Hydroxy-12-azatricyclo[6.3.1.02,7]dodeca-2,4,6-triene-12-carboxylic acid tert-butyl ester